N-(1-(4-(trifluoromethyl)phenyl)-1H-indol-3-yl)acetamide FC(C1=CC=C(C=C1)N1C=C(C2=CC=CC=C12)NC(C)=O)(F)F